C(C)(=O)OCCC(CCCCCCCCC)=O 3-oxo-dodecanyl acetate